ClC=1C(=C2C=NNC2=C(C1F)C=1OCCOC1)C=1N=CC=2N(C1)C=C(N2)NC(=O)[C@H]2[C@H](C2)F (1S,2S)-N-(6-(5-chloro-7-(5,6-dihydro-1,4-dioxin-2-yl)-6-fluoro-1H-indazol-4-yl)imidazo[1,2-a]pyrazin-2-yl)-2-fluorocyclopropane-1-carboxamide